FC(C1=CC=C(C=C1)/C=C/C(=O)Cl)(F)F (E)-3-(4-(trifluoromethyl)phenyl)acryloyl chloride